tert-butyl (5-fluoro-1-(4-(trifluoromethyl)phenyl)-1,2,3,4-tetrahydroquinolin-3-yl)carbamate FC1=C2CC(CN(C2=CC=C1)C1=CC=C(C=C1)C(F)(F)F)NC(OC(C)(C)C)=O